2-isobutoxyethan-1-amine C(C(C)C)OCCN